FC(=C(F)F)C(C(C(C(C(C(C(C(C(C(F)(F)F)(F)F)(F)F)(F)F)(F)F)(F)F)(F)F)(F)F)(F)F)(F)F perfluorodecyl-ethylene